6,6-dimethyl-3-((7-(4-methyl-3-((3-oxomorpholino)methyl)-6-(trifluoromethyl)pyridin-2-yl)thieno[3,2-b]pyridin-2-yl)methyl)-3-azabicyclo[3.1.0]hexane-2,4-dione CC1(C2C(N(C(C12)=O)CC1=CC2=NC=CC(=C2S1)C1=NC(=CC(=C1CN1C(COCC1)=O)C)C(F)(F)F)=O)C